4,4'-diisothiocyano-2,2'-stilbenedisulfonic acid disodium [Na].[Na].N(=C=S)C=1C=C(C(=CC1)C=CC=1C(=CC(=CC1)N=C=S)S(=O)(=O)O)S(=O)(=O)O